4-((1-Ethyl-7-methoxy-1H-indazol-6-yl)amino)-6-((5-fluoropyridin-2-yl)amino)-N-(methyl-d3)nicotinamide C(C)N1N=CC2=CC=C(C(=C12)OC)NC1=CC(=NC=C1C(=O)NC([2H])([2H])[2H])NC1=NC=C(C=C1)F